2-((3-(2-chloro-3-phenylanilino)isothiazolo[4,5-b]pyridin-6-ylidene)amino)-propionic acid ClC1=C(NC=2NSC=3C2N=CC(C3)=NC(C(=O)O)C)C=CC=C1C1=CC=CC=C1